COC(=O)C1=CC=C2C=CC=NC2=C1.OC1(CC(C1)C(=O)N1CC2(C1)CCC(CC2)OC2=CC=C1C(=N2)N(N=C1)C)C ((1s,3s)-3-hydroxy-3-methylcyclobutyl)(7-((1-methyl-1H-pyrazolo[3,4-b]pyridin-6-yl)oxy)-2-azaspiro[3.5]non-2-yl)methanone methyl-quinoline-7-carboxylate